(3S,4R)-4-{[5-fluoro-7-(3,3,3-trifluoroprop-1-en-2-yl)pyrrolo[2,1-f][1,2,4]triazin-2-yl]amino}oxan-3-ol FC=1C=C(N2N=C(N=CC21)N[C@H]2[C@@H](COCC2)O)C(=C)C(F)(F)F